CN(CCCOC(=O)OC(CCOC(CCCCCCC\C=C/C\C=C/CCCCC)=O)CCCCCCCCCCCC)C (9Z,12Z)-3-(((3-(dimethylamino)propoxy)carbonyl)oxy)pentadecyloctadeca-9,12-dienoate